COC1=CC=C(C=C1)S(=O)(=O)N1N=C(C=C1)C(=O)NCC=1C=NOC1 1-(4-methoxybenzene-1-sulfonyl)-N-[(1,2-oxazol-4-yl)methyl]-1H-pyrazole-3-carboxamide